2',3',5'-tri-O-(tert-butyldimethylsilyl)-4'-fluorouridine [Si](C)(C)(C(C)(C)C)O[C@H]1[C@@H](O[C@@]([C@H]1O[Si](C)(C)C(C)(C)C)(CO[Si](C)(C)C(C)(C)C)F)N1C(=O)NC(=O)C=C1